CC(C(=O)O)CC=CC(CC)C 2,6-dimethyl-4-octenoic acid